Benzyl-tributylammonium C(C1=CC=CC=C1)[N+](CCCC)(CCCC)CCCC